N1=CC(=CC=C1)CNC(NC1=CC=C(C=C1)S(NC1=CC(=CC=C1)N1CCCC1)(=O)=O)=O 3-(pyridin-3-ylmethyl)-1-(4-{[3-(pyrrolidin-1-yl)phenyl]sulfamoyl}phenyl)urea